2-(2'-(4,6-dimethoxypyrimidine-5-carboxamido)-7'-(trifluoromethyl)spiro[azetidine-3,4'-chromeno[4,3-d]thiazol]-1-yl)acetic acid COC1=NC=NC(=C1C(=O)NC=1SC2=C(N1)C=1C=CC(=CC1OC21CN(C1)CC(=O)O)C(F)(F)F)OC